OC1COC2=CC=CC=C2C1=O 3-Hydroxychroman-4-one